tert-butyl (R)-4-(7-(4-fluorobenzoyl)-8-methyl-3-(3-methyl-1,2,4-thiadiazol-5-yl)-5,6,7,8-tetrahydroimidazo[1,5-a]pyrazin-1-yl)-3-oxopiperazine-1-carboxylate FC1=CC=C(C(=O)N2[C@@H](C=3N(CC2)C(=NC3N3C(CN(CC3)C(=O)OC(C)(C)C)=O)C3=NC(=NS3)C)C)C=C1